C12(CC(C1)C2)N2C(C(N(C=C2)CC=2N=NC(=CC2)C=2SC=CN2)=O)=O 1-(bicyclo[1.1.1]pentan-1-yl)-4-((6-(thiazol-2-yl)pyridazin-3-yl)methyl)-1,4-dihydropyrazine-2,3-dione